N-iso-Propyl-acrylamide C(C)(C)NC(C=C)=O